[N+](=O)([O-])C1=CC=C(C=C1)C1CN(S(O1)(=O)=O)C(=O)[O-] 5-(4-nitrophenyl)-1,2,3-oxathiazolidine-3-carboxylate 2,2-dioxide